1-[4-(1H-indole-7-sulfonyl)phenyl]-3-(pyridin-3-ylmethyl)urea N1C=CC2=CC=CC(=C12)S(=O)(=O)C1=CC=C(C=C1)NC(=O)NCC=1C=NC=CC1